C(C1=CC=CC=C1)OC(=O)C1(CCC1)C(C)O 1-(1-hydroxyethyl)cyclobutane-1-carboxylic acid benzyl ester